Decanolactam C1(CCCCCCCCCN1)=O